tetrabutylammonium tert-butyl-{2-[({[(2S,5R)-7-oxo-6-(sulfooxy)-1,6-diazabicyclo-[3.2.1]oct-2-yl]carbonyl}amino)oxy]ethyl}propan-2-ylcarbamate C(C)(C)(C)OC(N(C(C)C)CCONC(=O)[C@H]1N2C(N([C@H](CC1)C2)OS(=O)(=O)O)=O)=O.C(CCC)[N+](CCCC)(CCCC)CCCC